N-(2-(1H-pyrazol-1-yl)-6-(trifluoromethyl)benzyl)-2-chloro-9-isopropyl-9H-purin-6-amine N1(N=CC=C1)C1=C(CNC2=C3N=CN(C3=NC(=N2)Cl)C(C)C)C(=CC=C1)C(F)(F)F